N1=C(C=NC=C1)C=1C=C2C[C@@H](CC2=CC1)C(=O)N1CCC2=CC=C(C=C12)S(=O)(=O)N (R)-1-(5-(pyrazin-2-yl)-2,3-dihydro-1H-indene-2-carbonyl)indoline-6-sulfonamide